methyl N-[4-carbamoyl-1-[4-(cyanomethyl)-1-[[4-(triazol-2-yl)phenyl]methyl]-4-piperidyl]pyrazol-3-yl]carbamate C(N)(=O)C=1C(=NN(C1)C1(CCN(CC1)CC1=CC=C(C=C1)N1N=CC=N1)CC#N)NC(OC)=O